Bis(4-carboxy-2,5-dihydroxyphenylmethyl)amin C(=O)(O)C1=CC(=C(C=C1O)CNCC1=C(C=C(C(=C1)O)C(=O)O)O)O